C(#N)C1=C(O[C@H]2C[C@@H](N(CC2)C=2C=CC(=NC2C(=O)N[C@H]2CNCC2)C=2C(=NC=CC2)OCC)C2CC2)C=CC(=C1)C(F)(F)F 5-[trans-4-[2-cyano-4-(trifluoromethyl)phenoxy]-2-cyclopropylpiperidin-1-yl]-2'-ethoxy-N-[(3R)-pyrrolidin-3-yl]-[2,3'-bipyridine]-6-carboxamide